ClC1=CC=C2C=C(C=NC2=N1)N[C@H]1CN(CC1)C(=O)OC(C)(C)C tert-butyl (R)-3-((7-chloro-1,8-naphthyridin-3-yl)amino)pyrrolidine-1-carboxylate